(3-Cyanophenyl)-3-(3-fluoro-2,6-dimethyl-4-pyridyl)-N-[(4-methyl-2,5-dioxo-imidazolidin-4-yl)methyl]pyrazolo[1,5-a]pyrimidine-5-carboxamide C(#N)C=1C=C(C=CC1)C1=NN2C(N=C(C=C2)C(=O)NCC2(NC(NC2=O)=O)C)=C1C1=C(C(=NC(=C1)C)C)F